C(=O)C1N(CC1)C(=O)[O-] 2-formylazetidine-1-carboxylate